4-(3-(5,6,7,8-tetrahydro-1,8-naphthyridin-2-yl)propyl)thiazole-2-carbaldehyde N1=C(C=CC=2CCCNC12)CCCC=1N=C(SC1)C=O